ClC1=C(C=CC(=C1)C(F)(F)F)C#N 2-chloro-4-(trifluoromethyl)benzene-1-carbonitrile